C(CC)[Sn](N(CC)CC)(CCC)CCC Tripropyl-(diethylamino)tin